C(#N)C=1C=C2C=NN(C2=CC1)CC12CC(C1)(C2)C(=O)N2N=CCC2C=2SC=C(N2)C#N 2-(1-(3-((5-cyano-1H-indazol-1-yl)methyl)bicyclo[1.1.1]-pentane-1-carbonyl)-4,5-dihydro-1H-pyrazol-5-yl)-thiazole-4-carbonitrile